F[C@@H]1C[C@H](NC1)C(=O)O trans-4-Fluoro-L-proline